ClC1=CC=C(C=C1)C1=NC2=CC=CC=C2C(N1)=O 2-(4-chlorophenyl)-quinazoline-4(3H)-one